ClC=1C(=NN(C1N)C)C(F)(F)F 4-chloro-1-methyl-3-(trifluoromethyl)-1H-pyrazol-5-amine